3-fluoroadamantane FC12CC3CC(CC(C1)C3)C2